C1=NC=CC2=C1N(C1=CC=CC=C21)CCCCOC2=CC=C(C(=O)NO)C=C2 4-(4-(9H-pyrido[3,4-b]indol-9-yl)butoxy)-N-hydroxybenzoamide